(5-{3-azabicyclo[3.1.0]hex-3-yl}pyridin-2-yl)methanol tert-butyl-(4S)-5-amino-4-(5-(6-amino-5-fluoro-4-methylpyridin-2-yl)-3-methyl-1-oxoisoindolin-2-yl)-5-oxopentanoate C(C)(C)(C)C(C(=O)OCC1=NC=C(C=C1)N1CC2CC2C1)C[C@@H](C(=O)N)N1C(C2=CC=C(C=C2C1C)C1=NC(=C(C(=C1)C)F)N)=O